BrCC1=CN=CO1 5-(bromomethyl)oxazole